O=C1N(C(C2=CC=CC=C12)=O)C1C(CC1)(C(=O)O)OC (1,3-dioxo-2,3-dihydro-1H-isoindol-2-yl)-1-methoxycyclobutane-1-carboxylic acid